O=C1NC(CC[C@@H]1N1C(C2=CC=C(C=C2C1)N1CCN(CC1)C1CN(C1)C1CCN(CC1)C(=O)OC(C)(C)C)=O)=O tert-butyl 4-[3-[4-[2-[(3S)-2,6-dioxo-3-piperidyl]-1-oxo-isoindolin-5-yl]piperazin-1-yl]azetidin-1-yl]piperidine-1-carboxylate